(1R,2S,3R,5R)-3-(4-amino-7H-pyrrolo[2,3-d]pyrimidin-7-yl)-5-(piperidin-4-yl)cyclopentane-1,2-diol NC=1C2=C(N=CN1)N(C=C2)[C@H]2[C@@H]([C@@H]([C@H](C2)C2CCNCC2)O)O